ClC=1C=C(C=CC1)C1=CC(=NO1)N(C(=O)C1N(CCC1)C#N)C N-(5-(3-Chlorophenyl)isoxazol-3-yl)-1-cyano-N-methylpyrrolidine-2-carboxamide